N-(1-(2-cyano-3-(isoindolin-2-yl)-7-methylquinoxalin-5-yl)ethylidene)-2-methylpropane-2-sulfinamide C(#N)C1=NC2=CC(=CC(=C2N=C1N1CC2=CC=CC=C2C1)C(C)=NS(=O)C(C)(C)C)C